FC(C=1C=C(N)C=CC1)(F)F 3-(Trifluoro-methyl)aniline